C(CCC)N(C(C1=C(C=CC=C1)I)=O)C1=CC=CC=C1 N-butyl-2-iodo-N-phenylbenzamide